Tetramethyl-phenol CC=1C(=C(C(=C(C1)O)C)C)C